N[C@H](C(=O)N[C@H](C(=O)N[C@H](C(=O)OC)C[C@H]1C(NCCC1)=O)CC1CC1)CC1=CC=C(C=C1)F methyl (2S)-2-[[(2S)-2-[[(2S)-2-amino-3-(4-fluorophenyl)propanoyl]amino]-3-cyclopropyl-propanoyl]amino]-3-[(3S)-2-oxo-3-piperidyl]propanoate